FC(CCO)CCCC 3-fluoro-1-heptanol